3'-O-methyl-2-aminoadenosine CO[C@H]1[C@H]([C@@H](O[C@@H]1CO)N1C=NC=2C(N)=NC(=NC12)N)O